CC(CCCC(=O)OC1=CC=CC=C1)(C)C phenyl 5,5-dimethylhexanoate